tert-butyl (R)-5-(6-(2-(3-fluorophenyl) pyrrolidin-1-yl)imidazo[1,2-b]pyridazin-3-yl)-3,6-dihydropyridine-1(2H)-carboxylate FC=1C=C(C=CC1)[C@@H]1N(CCC1)C=1C=CC=2N(N1)C(=CN2)C2=CCCN(C2)C(=O)OC(C)(C)C